CN(C)CCOC(C=C)=O N,N-DIMETHYLAMINOETHYL-ACRYLAT